(Z)-7-(5-(4-bromo-2-methoxybenzylidene)-2,4-dioxathiazolidin-3-yl)heptanoic acid BrC1=CC(=C(\C=C/2\ON(OS2)CCCCCCC(=O)O)C=C1)OC